6-[3-(dimethylamino)propoxy]-2-(2-hydroxy-4,6-dimethylphenyl)-2,5-dihydro-4H-pyrazolo[3,4-d]pyrimidin-4-one CN(CCCOC=1NC(C=2C(N1)=NN(C2)C2=C(C=C(C=C2C)C)O)=O)C